(3-(5-(5-(2,3-dihydro-1H-inden-4-yl)-6-methoxy-1H-pyrazolo[4,3-b]pyridin-3-yl)pyridin-2-yl)cyclopentyl)-2-hydroxyacetamide C1CCC2=C(C=CC=C12)C1=C(C=C2C(=N1)C(=NN2)C=2C=CC(=NC2)C2CC(CC2)C(C(=O)N)O)OC